FC(CNCC(C(F)(F)F)(F)F)(C(F)(F)F)F bis(2,2,3,3,3-pentafluoropropyl)amine